ClC1=C(C(=O)N2COC3=C(C2)C=CC=C3C3=CC(=C(C(=O)O)C=C3F)N3C2COCC3CC2)C(=CC(=C1)N1CC(OCC1)OC)Cl 4-[3-[2,6-Dichloro-4-(2-methoxymorpholin-4-yl)benzoyl]-2,4-dihydro-1,3-benzoxazin-8-yl]-5-fluoro-2-(3-oxa-8-azabicyclo[3.2.1]octan-8-yl)benzoic acid